FC1=C2C(NC(=NC2=CC(=C1)OCC1CCOCC1)CS[C@@H]1CC[C@@H](CC1)OC(F)(F)F)=O 5-Fluoro-7-((tetrahydro-2H-pyran-4-yl)methoxy)-2-((((cis)-4-(trifluoromethoxy)cyclohexyl)thio)methyl)quinazolin-4(3H)-one